CC=1C=CNS(OC1)(=O)=O 6-methyl-2,2-dioxo-1,2,3-oxathiazepine